methyl α-ethoxyacrylate C(C)OC(C(=O)OC)=C